C1N(CC=2N=NC=3CCCCC3C21)C(CC2CN(C2)C=2C=NC=CC2)=O 1-(1,3,6,7,8,9-Hexahydro-pyrrolo[3,4-c]cinnolin-2-yl)-2-(1-pyridin-3-yl-azetidin-3-yl)-ethanone